p-methyl-phenethyl-boric acid CC1=CC=C(CCOB(O)O)C=C1